C(C)(C)(C)OC(NC(CC(=O)N)C1=C(C=CC(=C1)N)F)=O (3-amino-1-(5-amino-2-fluorophenyl)-3-oxopropyl)carbamic acid tert-butyl ester